5-(1-benzothiophene-3-sulfonylamino)-1,3-thiazole-4-carboxylic acid S1C=C(C2=C1C=CC=C2)S(=O)(=O)NC2=C(N=CS2)C(=O)O